[OH-].COC1=C(C=C(C(=C1)[N+](=O)[O-])S(=O)(=O)O)N1NC(=NN1C1=C(C=C(C(=C1)S(=O)(=O)O)[N+](=O)[O-])OC)C(=O)NC1=CC=CC=C1 2,3-bis(2-methoxy-4-nitro-5-sulfophenyl)-5-[(phenylamino)carbonyl]-2H-tetrazol hydroxide